Cl.FC1=C(C=C(C(=C1)C=C1CN(C1)CCCF)F)C1=C(CCCC2=C1C=CC(=C2)C(=O)O)C2=C(C=C(C=C2)F)C 9-(2,5-difluoro-4-((1-(3-fluoropropyl)azetidin-3-ylidene)methyl)phenyl)-8-(4-fluoro-2-methylphenyl)-6,7-dihydro-5H-benzo[7]annulene-3-carboxylic acid hydrochloride